3-acetyl-N-[(2S)-1-amino-1-oxopropan-2-yl]5-chlorobenzamide C(C)(=O)C=1C=C(C(=O)N[C@H](C(=O)N)C)C=C(C1)Cl